NC(CC=1C=C(CNC(=O)C=2N=C(SC2)C#C)C=CC1)=O N-(3-(2-amino-2-oxoethyl)benzyl)-2-ethynyl-thiazole-4-carboxamide